2-(2-chloro-6-fluorophenyl)-2-methylpropanoic acid ClC1=C(C(=CC=C1)F)C(C(=O)O)(C)C